1,2-dimethylnaphthalen CC1=C(C=CC2=CC=CC=C12)C